(S)-4-(2-(4-(2-acetyl-5-chlorophenyl)-6-oxo-3-phenylpyridazin-1(6H)-yl)-3-phenylpropionamido)benzoic acid C(C)(=O)C1=C(C=C(C=C1)Cl)C=1C(=NN(C(C1)=O)[C@H](C(=O)NC1=CC=C(C(=O)O)C=C1)CC1=CC=CC=C1)C1=CC=CC=C1